1-(5-hydroxypentyl)-1-propylpiperidin-1-ium OCCCCC[N+]1(CCCCC1)CCC